4-(methoxy)benzoylmethylenedimethyl-sulfur bromide COC1=CC=C(C(=O)C=[S](C)(C)Br)C=C1